C1(=CC=CC=C1)C1C(C1)NC(C1=CC=CC=C1)=O N-(2-phenylcyclopropyl)-benzamide